8-[(1-{[1-(carboxymethyl)-1H-1,2,3-triazol-4-yl]acetyl}azetidin-3-yl)oxy]-4,4-dihydroxy-5-oxa-4-boranuidabicyclo[4.4.0]deca-1(6),7,9-triene-7-carboxylic acid trisodium salt [Na+].[Na+].[Na+].C(=O)(O)CN1N=NC(=C1)CC(=O)N1CC(C1)OC1=C(C=2O[B-](CCC2C=C1)(O)O)C(=O)O.C(=O)(O)CN1N=NC(=C1)CC(=O)N1CC(C1)OC1=C(C=2O[B-](CCC2C=C1)(O)O)C(=O)O.C(=O)(O)CN1N=NC(=C1)CC(=O)N1CC(C1)OC1=C(C=2O[B-](CCC2C=C1)(O)O)C(=O)O